B(O)(O)O.C1(O)=C(O)C(=CC=C1)C=1C(=C(O)C=CC1)O bicatechol borate